CC(C)CCCCCCCCCCCC(CCCCCCCCCCCCCCCC)C 2,14-Dimethyltriacontane